FC(C=1OC(=NN1)C=1SC(=CC1)CN1C=NC(=C1)C1=CC=CC=C1)F 2-(difluoromethyl)-5-[5-[(4-phenylimidazol-1-yl)methyl]thiophen-2-yl]-1,3,4-oxadiazole